4-((1-(4-bromophenyl)-2-azaspiro[3.5]non-2-yl)methyl)-5,7-dimethyl-1H-indole-1-carboxylic acid tert-butyl ester C(C)(C)(C)OC(=O)N1C=CC2=C(C(=CC(=C12)C)C)CN1C(C2(C1)CCCCC2)C2=CC=C(C=C2)Br